methyl 5-cyclobutoxy-3-(ethyl (tetrahydro-2H-pyran-4-yl) amino)-2-methylbenzoate C1(CCC1)OC=1C=C(C(=C(C(=O)OC)C1)C)N(C1CCOCC1)CC